1,1,1-trifluoropropan-2-ol FC(C(C)O)(F)F